N'-Hydroxy-3-methyl-4-((7-methyl-8-oxo-9-(tetrahydro-2H-pyran-4-yl)-8,9-dihydro-7H-purine-2-yl)amino)benzamidine ON=C(C1=CC(=C(C=C1)NC1=NC=C2N(C(N(C2=N1)C1CCOCC1)=O)C)C)N